COC=1C=C(C=CC1CN1C(N(CCC1)C1=CC(=C(C=C1)OC)OCCCCC)=O)C(CNC(OC(C)(C)C)=O)=O tert-Butyl (2-(3-methoxy-4-((3-(4-methoxy-3-(pentyloxy)phenyl)-2-oxotetrahydropyrimidin-1(2H)-yl)methyl)phenyl)-2-oxoethyl)carbamate